CN1CCC(CC1)N1N=CC(=C1)NC1=NC=C(C(=N1)NCCCN1CCOCCC1=O)C#N 2-((1-(1-methylpiperidin-4-yl)-1H-pyrazol-4-yl)amino)-4-((3-(5-oxo-1,4-oxazepan-4-yl)propyl)amino)pyrimidine-5-carbonitrile